zinc pentadecenate C(C=CCCCCCCCCCCCC)(=O)[O-].[Zn+2].C(C=CCCCCCCCCCCCC)(=O)[O-]